azolate N1C(=CC=C1)C(=O)[O-]